((5-((dimethylamino)methyl)-1,3-phenylene)bis(oxy))bis(hexane-6,1-diyl)bis(decanoate) CN(C)CC=1C=C(C=C(C1)OCCCCCCCCCCCCCCCC(=O)[O-])OCCCCCCCCCCCCCCCC(=O)[O-]